C(C)(C)(C)OC(=O)N1CCN(CC1)CC(=O)NC(C)(C)C 4-[2-(tert-butylamino)-2-oxo-ethyl]piperazine-1-carboxylic acid tert-butyl ester